2-chloro-5-iodobenzoic acid ClC1=C(C(=O)O)C=C(C=C1)I